O-(2-cyanoethyl) thiophosphate P(=S)(OCCC#N)([O-])[O-]